C(C1=CC=CC=C1)OC1=CC(=C(C=C1C)C1=C(C=C(C(=C1)C)OCC1=CC=CC=C1)F)C1(CCCC1)O 1-(4,4'-bis(benzyloxy)-2'-fluoro-5,5'-dimethyl-[1,1'-biphenyl]-2-yl)cyclopentan-1-ol